[Ti](Cl)(Cl)(Cl)Cl.C[C@@]1([C@](CCC1)(O)C)O (1R,2S)-1,2-DIMETHYLCYCLOPENTANE-1,2-DIOL Titanium (IV) chloride